O1N=CC(=C1)C1=CN=C(C2=C1N=C(N=C2)NC2CCC(CC2)OC)NC(C2=CC=CC=C2)=O N-(8-(isoxazol-4-yl)-2-(((1R,4R)-4-methoxycyclohexyl)amino)pyrido[4,3-d]pyrimidin-5-yl)benzamide